(S)-8-chloro-4-((3-chloro-4-fluorophenyl)amino)-6-(((1-isopropyl-1H-1,2,3-triazol-4-yl)(6-methylpyridin-3-yl)methyl)amino)quinoline-3-carbonitrile ClC=1C=C(C=C2C(=C(C=NC12)C#N)NC1=CC(=C(C=C1)F)Cl)N[C@@H](C=1C=NC(=CC1)C)C=1N=NN(C1)C(C)C